COCCN1C=NC2=CC(=CC=C2C1=O)NC(=O)NC1=CC(=CC=C1)C(=O)N1CCCC1 1-(3-(2-methoxyethyl)-4-oxo-3,4-dihydroquinazolin-7-yl)-3-(3-(pyrrolidine-1-carbonyl)phenyl)urea